[Si](C)(C)(C(C)(C)C)OC(C)C1=NC=C(C=N1)B1OC(C(O1)(C)C)(C)C 2-{1-[(tert-butyldimethylsilyl)oxy]ethyl}-5-(4,4,5,5-tetramethyl-1,3,2-dioxaborolan-2-yl)pyrimidine